CC1=C(C(=O)NC2=CC=C(C3=CC=CC=C23)S(=O)(=O)NC(C)C2CN(CCC2)CC(=O)OC)C=CC=C1 methyl 2-(3-(1-(4-(2-methylbenzamido) naphthalene-1-sulfonamido)ethyl) piperidin-1-yl)acetate